(5E)-3-methylsulfanyl-1,2,4-triazine-5-aldoxime CSC=1N=NC=C(N1)C=NO